P(=O)(O)(O)O.C(C)(C)(C)OC methyl t-butyl ether phosphate